SN1C(=CC=C1)C(=O)[O-] sulfanyl-1H-pyrrole-2-carboxylate